C(C)(C)(C)C1=CC=C(C=C1)NC1=C(C=C(C=C1C)C)C N-p-tert-butylphenyl-2,4,6-trimethylaniline